OC1=NC=CC=C1C1=C2N(C(=NC1=O)NC)C=CC(=C2)C(F)(F)F (2-hydroxypyridin-3-yl)-1-(methylamino)-6-(trifluoromethyl)-3H-pyrido[1,2-c]Pyrimidin-3-one